FC(C(=O)[O-])(F)F.C(#N)[C@@H]1C[C@@H](CC1)[NH3+] (1R,3S)-3-cyanocyclopentan-1-aminium 2,2,2-trifluoroacetate